C(#N)C1=CC=C(C=C1)C1=[N+](C=CC(=C1F)C(=O)OC)[O-] 2-(4-cyanophenyl)-3-fluoro-4-(methoxycarbonyl)pyridine 1-oxide